OC=1C=C2[C@H](NC(C2=CC1)=O)C1=C(NC2=CC=CC=C12)CNCC1=CC=C2C=CN(C2=C1)CC=1N=CN(C1)C (S)-5-hydroxy-3-[2-({[1-(1-methyl-1H-imidazol-4-ylmethyl)-1H-indol-6-ylmethyl]-amino}-methyl)-1H-indol-3-yl]-2,3-dihydro-isoindol-1-one